(2Z)-3-amino-1,4-diphenyl-but-2-en-1-one N\C(=C/C(=O)C1=CC=CC=C1)\CC1=CC=CC=C1